2-amino-4-methyl-3-nitropyridine NC1=NC=CC(=C1[N+](=O)[O-])C